[Si](C)(C)(C(C)(C)C)OCCN1CC2=CC=C(C=C2CC1=O)Cl 2-(((tert-butyldimethylsilyl)oxy)ethyl)-6-chloro-1,4-dihydroisoquinolin-3(2H)-one